glycyl-DL-tryptophan NCC(=O)N[C@@H](CC1=CNC2=CC=CC=C12)C(=O)O |r|